C(=O)C=1C=C(C=CC1OCC(C)C)C=1SC=C(N1)C 2-(3-formyl-4-isobutoxyphenyl)-4-methylthiazole